CO[C@@H]1[C@@H]([C@H](O[C@H]1N2C=C(C(=O)NC2=O)CNCC(=O)O)COP(=O)(O)O)O The molecule is a pyrimidine ribonucleoside 5'-monophosphate that is the 5-carboxymethylaminomethyl-2'-O-methyl derivative of uridine 5'-monophosphate. It is a glycine derivative and a pyrimidine ribonucleoside 5'-monophosphate. It derives from a uridine 5'-monophosphate.